FC(OC=1C(=NN(C1)C)C1CC1)F (difluoromethoxy)-3-(cyclopropyl)-1-methyl-1H-pyrazole